NC1=CC(=C(C=C1)C1=CCCN(C1)C(=O)OC(C)(C)C)CS(=O)(=O)C tert-butyl 5-(4-amino-2-((methylsulfonyl) methyl) phenyl)-3,6-dihydropyridine-1(2H)-carboxylate